NC1=CC(=NC=N1)NC1=C2C(=NC(=C1)NC(C1CC1)C1CC1)N(C=N2)C N7-(6-aminopyrimidin-4-yl)-N5-(dicyclopropylmethyl)-3-methyl-imidazo[4,5-b]pyridine-5,7-diamine